4-((8-(2-methylcyclopentyl)-7-oxo-6-(prop-1-en-2-yl)-7,8-dihydropyrido[2,3-d]pyrimidin-2-yl)amino)piperidine-1-carboxylate CC1C(CCC1)N1C(C(=CC2=C1N=C(N=C2)NC2CCN(CC2)C(=O)[O-])C(=C)C)=O